N1=C\2C(=CC=C1)CC/C2=N\NC=2N=NC1=C(NC=3C(=CC(=CC13)C)C)N2 (E)-3-(2-(5,6-dihydro-7H-cyclopenta[b]pyridin-7-ylidene)hydrazino)-6,8-dimethyl-5H-[1,2,4]triazino[5,6-b]indole